4-[5-fluoro-1-(4-fluorophenyl)-4-hydroxy-2-(2-methoxy-1,1-dimethyl-ethyl)indol-3-yl]Benzoic acid FC=1C(=C2C(=C(N(C2=CC1)C1=CC=C(C=C1)F)C(COC)(C)C)C1=CC=C(C(=O)O)C=C1)O